CN1N=C(C=C1OC1=CC(=C(C=C1C)N\C=N\[H])C)C (E)-N-[4-(1,3-dimethyl-1H-pyrazole-5-oxy)-2,5-dimethylphenyl]formamidine